lauryl sulfate, malate Salt C(C(O)CC(=O)O)(=O)O.S(=O)(=O)(OCCCCCCCCCCCC)O